ClC1=C(C(=O)OC(C)(C)C)C(=CC(=C1)COCCCN1N=NC2=C1C=CC(=C2C)CO)Cl tert-butyl 2,6-dichloro-4-[[3-[5-(hydroxymethyl)-4-methyl-1H-1,2,3-benzotriazol-1-yl]propoxy]methyl]benzoate